2-phenyl-propylene glycol dimethyl ether COCC(C)(C1=CC=CC=C1)OC